C(C)(C)(C)C1=C(C=CC(=C1)OC(F)(F)F)B(O)O tert-butyl-4-(trifluoromethoxy)phenylboronic acid